COC1=CC=C(NCC#CC=2C=C(C=3C=CN(C3C2)CC(F)(F)F)NC2CCN(CC2)C)C=C1 6-[3-(4-methoxyanilino)prop-1-ynyl]-N-(1-methyl-4-piperidyl)-1-(2,2,2-trifluoroethyl)indol-4-amine